iron silicate salt [Si]([O-])([O-])([O-])[O-].[Fe+2].[Fe+2]